Cl.N[C@@H]1C[C@H]([C@@H](C1)C(=O)N1CCOCC1)C1=CC=C(C=C1)Cl |o1:2,4,5| rel-[(1R,2R,4R)-4-amino-2-(4-chlorophenyl)cyclopentyl]-morpholino-methanone hydrochloride